NC1=NC2=CC(=CC(=C2C(=C1)C)N1CCN(CC1)C(=O)N(C)C)S(NC1(CC1)C)(=O)=O 4-(2-amino-4-methyl-7-(N-(1-methylcyclopropyl)sulfamoyl)quinolin-5-yl)-N,N-dimethylpiperazine-1-carboxamide